4-benzyl-N-hydroxy-2-methyl-3-oxo-3,4-dihydro-2H-benzo[b][1,4]oxazine-6-carboxamide C(C1=CC=CC=C1)N1C2=C(OC(C1=O)C)C=CC(=C2)C(=O)NO